BrC1=CC=C(C=C1)C(CCC=O)=O 4-(4-Bromophenyl)-4-oxobutyraldehyde